C[N+]1=CN(C=C1)C(=O)OC(C(F)(F)F)C1CC1 (1-cyclopropyl-2,2,2-trifluoro-ethyl) 3-methylimidazol-3-ium-1-carboxylate